CC(=C)C1=C(C=CC=C1)C α-methyl-o-methyl-styrene